(5-(tert-butylsulfonyl)-4,5,6,7-tetrahydro-1H-pyrazolo[4,3-c]pyridin-3-yl)(4-(2-(trifluoromethyl)phenyl)piperidin-1-yl)methanone C(C)(C)(C)S(=O)(=O)N1CC2=C(CC1)NN=C2C(=O)N2CCC(CC2)C2=C(C=CC=C2)C(F)(F)F